(R)-N-(2-cyano-4-fluoro-3-((3-(4-(4-formylpiperidin-1-yl)phenyl)-4-oxo-3,4-dihydroquinazolin-6-yl)oxy)phenyl)-3-fluoropyrrolidine-1-sulfonamide C(#N)C1=C(C=CC(=C1OC=1C=C2C(N(C=NC2=CC1)C1=CC=C(C=C1)N1CCC(CC1)C=O)=O)F)NS(=O)(=O)N1C[C@@H](CC1)F